C(\C=C\C)(=O)O trans-butenoic acid